[Br-].C(CCCCCCCCC)[N+]1=CN(C=C1)C 3-decyl-1-methyl-1H-imidazol-3-ium bromide